N-(1-(2-(Methyl(phenethyl)amino)-2-oxoethyl)-3H-pyrazol-4-yl)-3-phenoxypropanamide hydrochloride Cl.CN(C(CN1NCC(=C1)NC(CCOC1=CC=CC=C1)=O)=O)CCC1=CC=CC=C1